C1(CCC1)CSC=1C(=NC=CC1)CNC(C(C)(C)NC(OC(C)(C)C)=O)=O tert-Butyl (1-(((3-((cyclobutylmethyl)sulfanyl)pyridin-2-yl)methyl)amino)-2-methyl-1-oxoprop-2-yl)carbamate